Isothiazol-3-amine S1N=C(C=C1)N